9-fluoro-2,3-dimethyl-5-(3-quinolyl)-2,3-dihydro-1,4-benzoxazepine FC1=CC=CC=2C(=NC(C(OC21)C)C)C=2C=NC1=CC=CC=C1C2